CC1=CC=C(C([C@H]1OC(C)OCCOC=C)C)C (6R)-1,4,5-trimethyl-6-[1-(2-vinyloxyethoxy)ethoxy]cyclohexeneN